ClC=1C=C(OCC(=O)NS(=O)(=O)C)C=C(C1CC1=CC(=C(C=C1)O)C1=CC=NC=C1)Cl 2-[3,5-dichloro-4-[[4-hydroxy-3-(4-pyridyl)phenyl]methyl]phenoxy]-N-methylsulfonyl-acetamide